tert-butyl cis-1-((1S)-1-hydroxyethyl)-3-methyl-6-azabicyclo[3.1.1]heptane-6-carboxylate O[C@@H](C)C12CC(CC(N1C(=O)OC(C)(C)C)C2)C